Ethyl 3-(5-methylpyridin-3-yl)-3-oxopropanoate CC=1C=C(C=NC1)C(CC(=O)OCC)=O